[Si](C)(C)(C(C)(C)C)OC=1C=CC(=NC1)NS(=O)(=O)C1CCN(CC1)C1=CC=C(C=C1)C(F)(F)F N-[5-[(tert-butyldimethylsilyl)oxy]pyridin-2-yl]-1-[4-(trifluoromethyl)phenyl]piperidine-4-sulfonamide